C(CCCCCN=C=O)N=C=O HEXAMETHYLENE DIISOCYANATE